[C@H]12CN(C[C@H](CC1)N2)C=2C1=C(N=C(N2)OC[C@@H]2N(CCC2)C)C(=C(N=C1C#C)C1=CC(=CC2=CC=C(C(=C12)C#C)F)O)F 4-(4-((1R,5S)-3,8-diazabicyclo[3.2.1]oct-3-yl)-5-ethynyl-8-fluoro-2-(((R)-1-methylpyrrolidin-2-yl)methoxy)pyrido[4,3-d]pyrimidin-7-yl)-5-ethynyl-6-fluoronaphthalen-2-ol